[N+](#[C-])C(C(=O)OCCCC)C1=CC=CC=C1 n-butyl α-isocyanophenylacetate